N=1NC=C2C=C(C=CC12)C1=CC=C(N=N1)C1NCC2C1CC(C2)N (6-(2H-indazol-5-yl)pyridazin-3-yl)octahydrocyclopenta[c]pyrrol-5-amine